(1S,2S,3r,4r)-3-[(1S)-1-(acetamido)-2-ethylbutyl]-4-guanidino-2-hydroxycyclopentanecarboxylic acid trihydrate O.O.O.C(C)(=O)N[C@@H](C(CC)CC)[C@@H]1[C@@H]([C@H](C[C@H]1NC(=N)N)C(=O)O)O